2-((1r,4r)-4-((6-nitrofuro[3,2-b]pyridin-7-yl)amino)cyclohexyl)acetonitrile [N+](=O)([O-])C=1C(=C2C(=NC1)C=CO2)NC2CCC(CC2)CC#N